[C@]1(C(O)([C@H](O)[C@@H](CO)O1)O)(N1C=NC=2C(N)=NC=NC12)O Adenosine-diol